N[C@H](CN1CCC2(C[C@@H](OC2=O)CCN2CCN(CC2)C2=CC=C(C=C2)F)CC1)CC (R)-8-((S)-2-aminobutyl)-3-(2-(4-(4-fluorophenyl)piperazin-1-yl)ethyl)-2-oxa-8-azaspiro[4.5]decan-1-one